3'-methoxyflavone COC=1C=C(C=2OC3=CC=CC=C3C(C2)=O)C=CC1